C1(CCC1)N1C[C@@H](CCC1)NC=1N=NC(=C2C1C=NC=C2)C2=C(C=C(C=C2)C(F)(F)F)O 2-[4-[[(3R)-1-cyclobutyl-3-piperidinyl]amino]pyrido[3,4-d]pyridazin-1-yl]-5-(trifluoromethyl)phenol